C1(CCCCC1)OCC(=O)[O-] (CYCLOHEXYLOXY)ACETATE